FC1=C(C(=C(C=C1)OC)C1=CC=CC=C1)C=O fluoro-6-methoxy-[1,1'-biphenyl]-2-carbaldehyde